C(C1=CC=CC=C1)OC1=CC(=NC=2C=CN=C(C12)C#N)C1=C(C=C(C(=C1)Cl)C(C(F)(F)F)(C)CO[Si](C)(C)C(C)(C)C)C 4-benzyloxy-2-[4-[1-[[tert-butyl(dimethyl)silyl]oxymethyl]-2,2,2-trifluoro-1-methyl-ethyl]-5-chloro-2-methyl-phenyl]-1,6-naphthyridine-5-carbonitrile